N1[C@@H](CCC1)CO [(2S)-Pyrrolidin-2-yl]methanol